CN(C1CCN(CC1)C1=CC=C(C=C1)C(/C=C/C1=CC=C(C=C1)/C=C/C(CO)=O)=O)C (E)-4-[4-[(E)-3-[4-[4-(Dimethylamino)piperidin-1-yl]phenyl]-3-oxoprop-1-enyl]phenyl]-1-hydroxybut-3-en-2-one